7-chloro-8-fluoroimidazo[1,5-a]pyridine-1-carboxylic acid ClC1=C(C=2N(C=C1)C=NC2C(=O)O)F